(S)-6-(3-Chloro-2-fluorobenzyl)-1-[1-(hydroxymethyl)butyl]-8-isopropyloxy-4-oxo-1,4-dihydroquinoline-3-carboxylic acid ClC=1C(=C(CC=2C=C3C(C(=CN(C3=C(C2)OC(C)C)[C@@H](CCC)CO)C(=O)O)=O)C=CC1)F